OCCNC(=O)C=1OC=CC1 N-(2-hydroxyethyl)-2-furancarboxamide